OC(C(=O)O)OC1=CC=CC=C1 hydroxyphenyloxyacetic acid